benzyltris(diethylamino)diphenyl-phosphonium C(C1=CC=CC=C1)[PH+](C1=C(C(=C(C=C1)N(CC)CC)N(CC)CC)N(CC)CC)C1=CC=CC=C1